ClC=1SC=C(N1)C(=O)N1CC2(CC1)CC(C1=CC(=CC=C12)C1=C(C=CC=C1)C(C)C)O (2-chlorothiazol-4-yl)(3-hydroxy-5-(2-isopropylphenyl)-2,3-dihydrospiro[indene-1,3'-pyrrolidin]-1'-yl)methanone